tert-butyl (4-(2-methylpyridin-3-yl)thiazol-2-yl)carbamate CC1=NC=CC=C1C=1N=C(SC1)NC(OC(C)(C)C)=O